C(CC(C)C)OC(CC)=O.C(C)(=O)OCC ethyl acetate i-pentyl-propionate